2-{[3-(dimethylamino)propyl]-methyl-amino}ethanol CN(CCCN(CCO)C)C